ClC(C(=O)O)=CCl 2,3-dichloroprop-2-enoic acid